(S)-6-((tert-butylsulfinyl)amino)-2,3-difluorobenzoic acid C(C)(C)(C)[S@](=O)NC1=CC=C(C(=C1C(=O)O)F)F